1,2,3,4,5-pentafluorocyclopentane FC1C(C(C(C1F)F)F)F